CC1=CC=C(C(=O)NCC=2C(=NNC2)C2=CC=CC=C2)C=C1 4-methyl-N-((3-phenyl-1H-pyrazol-4-yl)methyl)benzamide